C(C)(C)(C)OC(=O)N[C@H](C(=O)O)C(C)C (2S)-2-(tert-butoxycarbonyl)amino-3-methylbutanoic acid